methyl 2-methoxy-4-(6-(4-aminothiophen-2-yl) pyrazin-2-yl)benzoate COC1=C(C(=O)OC)C=CC(=C1)C1=NC(=CN=C1)C=1SC=C(C1)N